FC(C1=NN(C=C1)C(C(=O)N)C)(F)F 3-(trifluoromethyl)-1H-pyrazol-1-ylpropanamide